4-iodo-perfluorobutene IC(C(C(=C(F)F)F)(F)F)(F)F